BrC1=CC(=NN1C1OCCCC1)C(=O)N1CCCCC1 1-[5-bromo-1-(oxan-2-yl)pyrazole-3-carbonyl]piperidine